4-(3-Chloroanilino)-2'-[(2R)-2-methyl-3-{[(5R)-5-methyl-5,6,7,8-tetrahydroquinolin-4-yl]oxy}propyl]-6'-phosphono-2',3'-dihydrospiro[cyclohexane-1,1'-indene]-4-carboxylic acid ClC=1C=C(NC2(CCC3(C(CC4=CC=C(C=C34)P(=O)(O)O)C[C@H](COC3=CC=NC=4CCC[C@H](C34)C)C)CC2)C(=O)O)C=CC1